di(hexyl)methylenedibutyl-tin C(CCCCC)C(CCCCCC)=[Sn](CCCC)CCCC